OCC(=O)[C@H](O)[C@H](O)[C@H](O)[C@H](O)CO D-allo-heptulose